FC1=C(C=CC=C1)C=1NC=CN1 o-fluorophenylimidazole